CC1=C(C=NC=2OCCNC21)NC2=C(C(NC=C2)=O)C(=O)NC2=C(C=C(C=C2)NS(=O)(=O)C)C 4-((8-methyl-2,3-dihydro-1H-pyrido[2,3-b][1,4]oxazin-7-yl)amino)-N-(2-methyl-4-(methylsulfonamido)phenyl)-2-oxo-1,2-dihydropyridine-3-carboxamide